2''-(2-Chloro-5-fluoropyrimidin-4-yl)-3'',5''-dimethyldispiro[cyclopropane-1,1'-cyclobutane-3',6''-thieno[2,3-c]pyrrol]-4''(5''H)-one ClC1=NC=C(C(=N1)C1=C(C2=C(C3(N(C2=O)C)CC2(C3)CC2)S1)C)F